ClC1=NC(=CC2=C1C(N(C2)C(C(F)(F)F)C)=O)Cl 4,6-dichloro-2-(1,1,1-trifluoroprop-2-yl)-1H-pyrrolo[3,4-c]pyridin-3(2H)-one